N1N=CC=2C1=NC=CC2CN2N=CC1=C(C2=O)N(C=2C=NN(C(C21)=O)CC2=C(C=CC=C2)F)C 7-((1H-pyrazolo[3,4-b]pyridin-4-yl)methyl)-2-(2-fluorobenzyl)-5-methyl-5,7-dihydro-1H-pyrrolo[2,3-d:4,5-d']dipyridazine-1,6(2H)-dione